FC1=C(C(=CC=C1)F)N[C@H](C(=O)N[C@H](C(=O)N1C(C2C(C2C1)(C)C)C(=O)N)C(C)(C)C)C 3-((S)-2-((S)-2-((2,6-difluorophenyl)amino)propionylamino)-3,3-dimethylbutyryl)-6,6-dimethyl-3-azabicyclo[3.1.0]hexane-2-carboxamide